4-benzyl-N-(4-hydroxycyclohexyl)cyclohexane-1-carboxamide C(C1=CC=CC=C1)C1CCC(CC1)C(=O)NC1CCC(CC1)O